3-[(1-benzhydryl-4-piperidinyl)methyl]glutaric acid C(C1=CC=CC=C1)(C1=CC=CC=C1)N1CCC(CC1)CC(CC(=O)O)CC(=O)O